N-[4-(3-Cyanophenyl)-5-[2-methyl-6-(oxetan-3-yl)-4-pyridyl]thiazol-2-yl]-2-oxa-6-azaspiro[3.3]heptane-6-carboxamide C(#N)C=1C=C(C=CC1)C=1N=C(SC1C1=CC(=NC(=C1)C1COC1)C)NC(=O)N1CC2(COC2)C1